C[Si]1(N([Si](CC1)(C)C)C(C)(C#CC)C)C 2,2,5,5-tetramethyl-1-(2-methylpent-3-yn-2-yl)-1,2,5-azadisilolidine